ON=C(N)C=1C(=CC(=C(C(=O)OC)C1)C)C Methyl 5-(N'-hydroxycarbamimidoyl)-2,4-dimethylbenzoate